butyl 7-hydroxy-7-(3-isopropylphenyl)-2-azaspiro[3.5]nonane-2-carboxylate OC1(CCC2(CN(C2)C(=O)OCCCC)CC1)C1=CC(=CC=C1)C(C)C